dimethyl(t-butyl)ammonium tetrakis-(2,3,4,6-tetrafluorophenyl)borate FC1=C(C(=CC(=C1F)F)F)[B-](C1=C(C(=C(C=C1F)F)F)F)(C1=C(C(=C(C=C1F)F)F)F)C1=C(C(=C(C=C1F)F)F)F.C[NH+](C(C)(C)C)C